OC(=O)C(F)(F)F.CC=1N=C2N(C=C(N=C2C)NC(=O)C=2C(=NC(=NC2)N2CC3CNCC3C2)OCC)C1 N-(2,8-dimethylimidazo[1,2-a]pyrazin-6-yl)-4-ethoxy-2-(hexahydropyrrolo[3,4-c]pyrrol-2(1H)-yl)pyrimidine-5-carboxamide TFA salt